BrC=1C2=C(C(=NC1)NCC=1C=C(C(=O)OC)C=C(C1)F)CCO2 Methyl 3-(((7-bromo-2,3-dihydrofuro[3,2-c]pyridin-4-yl)amino)methyl)-5-fluorobenzoate